NC1=C(C=C(C=N1)C1=NN2C(=C1)[C@@]1(CN(CC1)C(=O)OC(C)(C)C)OCC2)C(F)(F)F tert-butyl (3'R)-2-[6-amino-5-(trifluoromethyl)pyridin-3-yl]-6,7-dihydrospiro[pyrazolo[5,1-c][1,4]oxazine-4,3'-pyrrolidine]-1'-carboxylate